diphenylmethyl-1,2-propylenediamine C1(=CC=CC=C1)C(C1=CC=CC=C1)NC(CN)C